Phosphopantothenic acid CC(C)(COP(=O)(O)O)[C@H](C(=O)NCCC(=O)O)O